4-{[3-(2-aminobenzo[d]thiazol-6-yl)-5-(2-methylphenyl)-1H-pyrazol-1-yl]methyl}-N-hydroxybenzoamide NC=1SC2=C(N1)C=CC(=C2)C2=NN(C(=C2)C2=C(C=CC=C2)C)CC2=CC=C(C(=O)NO)C=C2